COC(=O)C=1C=CC2=C(N(C=N2)CC2OCC2)C1 1-((oxetan-2-yl)methyl)-1H-benzo[d]imidazole-6-carboxylic acid methyl ester